NC1(CC1)C(=O)[O-] aminocyclopropane-carboxylate